C(C=C)(=O)N1CC(CC1)(C1=C(C(=CC=C1F)Cl)Cl)NC=1C=C2C(N(C=NC2=CC1)C([2H])([2H])[2H])=O 6-((1-acryloyl-3-(2,3-dichloro-6-fluorophenyl)pyrrolidin-3-yl)amino)-3-(methyl-d3)quinazolin-4(3H)-one